C=CC(CCCC(C)=C)=C α-Myrcen